tert-butyl (3aR,11aS)-6-fluoro-10-methyl-1-(6-methyl-4-(trifluoromethyl)pyridin-2-yl)-2,11-dioxo-1,2,3,3a,4,10,11,11a-octahydro-5H-benzo[b]pyrrolo[2,3-f][1,4]diazocine-5-carboxylate FC1=CC=CC2=C1N(C[C@@H]1[C@@H](C(N2C)=O)N(C(C1)=O)C1=NC(=CC(=C1)C(F)(F)F)C)C(=O)OC(C)(C)C